O=C1NC(CCC1N1C(C2=CC=C3C(=C2C1)OCC31CCN(CC1)CC1=CC=C(C#N)C=C1)=O)=O 4-((7-(2,6-dioxopiperidin-3-yl)-6-oxo-7,8-dihydro-2H,6H-spiro[furo[2,3-e]isoindole-3,4'-piperidin]-1'-yl)methyl)benzonitrile